Cl.FC(=CCN)C(S(=O)(=O)C1=C(OC=C1)C)(F)F 3,4,4-trifluoro-4-((2-methylfuran-3-yl)sulfonyl)but-2-en-1-amine hydrochloride